COCCC=1C(=NC=C(N1)C(=O)N)C(=O)N (2-methoxyethyl)pyrazine-2,5-dicarboxamide